5-(4-aminobenzylidene)-2,2-dimethyl-1-(1H-1,2,4-triazole-1-ylmethyl)cyclopentanol NC1=CC=C(C=C2CCC(C2(O)CN2N=CN=C2)(C)C)C=C1